C1(=CC=CC=C1)CC(=O)N1N=CC=C1 N-phenylacetylpyrazole